FC1=C(C=CC(=C1)F)C1=CC(=CC=C1)C1=NC=NC2=CC(=CC=C12)OCCCN1CCOCC1 4-(2',4'-difluoro-[1,1'-biphenyl]-3-yl)-7-(3-morpholinopropoxy)quinazoline